N1N=CC(=C1)C1=CC=C(C=C1)N1C(C2(CC1)OC1=C(C2)C=C(C=C1)OC)=O (4-(1H-pyrazol-4-yl)phenyl)-5-methoxy-3H-spiro[benzofuran-2,3'-pyrrolidin]-2'-one